2-methyl-1-oxo-2,3-dihydro-cyclopenta[b]indole-4(1H)-carboxylic acid tert-butyl ester C(C)(C)(C)OC(=O)N1C2=C(C=3C=CC=CC13)C(C(C2)C)=O